COC(=O)C=1N(C2=CC=C(C(=C2C1CC)Br)Cl)CCC(=O)OC 4-bromo-5-chloro-1-(3-methoxy-3-oxopropyl)-3-ethyl-1H-indole-2-carboxylic acid methyl ester